6-([5-chloro-2-[2-(piperidin-3-yl)ethynyl]pyrimidin-4-yl]amino)-1-methyl-3-(2-oxopropoxy)quinolin-2-one hydrochloride Cl.ClC=1C(=NC(=NC1)C#CC1CNCCC1)NC=1C=C2C=C(C(N(C2=CC1)C)=O)OCC(C)=O